FC1(CC(C1)C1=NN=C(O1)C(=O)N1[C@H](C2=C(CC1)NC=N2)C2=NN1C(C(=CC=C1)C(F)(F)F)=C2)F (R)-(5-(3,3-difluorocyclobutyl)-1,3,4-oxadiazol-2-yl)(4-(4-(trifluoromethyl)pyrazolo[1,5-a]pyridin-2-yl)-6,7-dihydro-1H-imidazo[4,5-c]pyridin-5(4H)-yl)methanone